Butyl (S)-4-((4-(2,2-difluoroethyl)-2-(4-(methoxycarbonyl)-3-(oxetan-3-ylamino)phenyl)piperazin-1-yl)methyl)-5-methoxy-7-methyl-1H-indole-1-carboxylate FC(CN1C[C@@H](N(CC1)CC1=C2C=CN(C2=C(C=C1OC)C)C(=O)OCCCC)C1=CC(=C(C=C1)C(=O)OC)NC1COC1)F